3-(6-amino-5-carbamoyl-2-methyl-7H-pyrrolo[2,3-d]pyrimidin-7-yl)-2,4-dimethylpyridine 1-oxide NC1=C(C2=C(N=C(N=C2)C)N1C=1C(=[N+](C=CC1C)[O-])C)C(N)=O